N-((2,2-difluoroethyl)carbothioyl)-2-(o-tolyl)-2-(4-(trifluoromethyl)pyridin-2-yl)acetamide FC(CC(=S)NC(C(C1=NC=CC(=C1)C(F)(F)F)C1=C(C=CC=C1)C)=O)F